N-{[4-(5-chloro-3-methylpyridine-2-sulfonyl)phenyl]methyl}thieno[2,3-c]pyridine-2-carboxamide ClC=1C=C(C(=NC1)S(=O)(=O)C1=CC=C(C=C1)CNC(=O)C1=CC=2C(=CN=CC2)S1)C